7-fluoro-6-methoxy-2-methyl-5-(4,4,5,5-tetramethyl-1,3,2-dioxaborolan-2-yl)indazole FC1=C(C(=CC2=CN(N=C12)C)B1OC(C(O1)(C)C)(C)C)OC